ethyl 3,4,5-trichloro-1H-indole-2-carboxylate ClC1=C(NC2=CC=C(C(=C12)Cl)Cl)C(=O)OCC